tert-butyl N-[3-chloro-5-[2-(trifluoromethyl)pyridin-3-yl]sulfanyl-pyrazin-2-yl]-N-[(2-methylpropan-2-yl)oxycarbonyl]carbamate ClC=1C(=NC=C(N1)SC=1C(=NC=CC1)C(F)(F)F)N(C(OC(C)(C)C)=O)C(=O)OC(C)(C)C